[1-[2-[1-(3-fluorophenyl)piperidin-1-ium-4-yl]ethyl]-5,6-dihydro-4H-cyclopenta[c]pyrazol-3-yl]-(4-hydroxy-1-piperidyl)methanone FC=1C=C(C=CC1)[NH+]1CCC(CC1)CCN1N=C(C2=C1CCC2)C(=O)N2CCC(CC2)O